1-(4,4-difluorochroman-6-yl)ethan-1-ol FC1(CCOC2=CC=C(C=C12)C(C)O)F